ClC=1C=C(C=CC1N1CC=CC1)C(C(=O)O)C 2-[3-Chloro-4-(3-pyrrolin-1-yl)phenyl]propionic acid